FC1(CN(CCC1N1CC2(C1)CC(C2)O)C(=O)OC(C)(C)C)F tert-butyl 3,3-difluoro-4-(6-hydroxy-2-azaspiro[3.3]heptan-2-yl)piperidine-1-carboxylate